C(#N)C=1C(=NN2C1NCCC2C2=C(C=CC=C2)N(C(C(F)(F)F)=O)C)C2=CC=C(C=C2)OC2=CC=C(C=C2)F N-(2-(3-cyano-2-(4-(4-fluorophenoxy)phenyl)-4,5,6,7-tetrahydropyrazolo[1,5-a]pyrimidin-7-yl)phenyl)-2,2,2-trifluoro-N-methylacetamide